4-[(2R)-3-(3,4-dihydro-1H-isoquinolin-2-yl)-2-hydroxy-propyl]-1-methyl-8-[(1-methylpyrrolidin-3-yl)methoxy]-2,3-dihydro-1,4-benzodiazepin-5-one C1N(CCC2=CC=CC=C12)C[C@H](CN1CCN(C2=C(C1=O)C=CC(=C2)OCC2CN(CC2)C)C)O